N-(cis-3-(7-hydroxy-3,7-dihydro-[1,2]oxaborinino[5,6-d]pyrrolo[2,3-b]pyridin-9-yl)cyclobutyl)cyclopropanesulfonamide OB1OC=2C(=C3C(=NC2)NC=C3)C(=C1)[C@H]1C[C@H](C1)NS(=O)(=O)C1CC1